6-(1H-IMIDAZOL-4-YL)-HEXANAL N1C=NC(=C1)CCCCCC=O